C(C)(C)(C)OC(C([C@H](O)[C@]1(OC(OCC1)(C)C)C#C[Si](C(C)C)(C(C)C)C(C)C)([2H])[2H])=O (3S)-2,2-dideutero-3-[(4R)-2,2-dimethyl-4-(2-triisopropylsilylethynyl)-1,3-dioxan-4-yl]-3-hydroxy-propionic acid tert-butyl ester